ClC1=C(C=C(C=C1)C1=NN(C=C1)C)CNC1=NN2C(NC(=CC2=S)CCC)=N1 2-[[2-chloro-5-(1-methyl-pyrazol-3-yl)phenyl]methylamino]-5-propyl-4H-[1,2,4]triazolo[1,5-a]pyrimidine-7-thione